1-(5-(1-methyl-1H-benzo[d][1,2,3]triazol-6-yl)pyrrolo[2,1-f][1,2,4]triazin-2-yl)cyclobutane-1,3-diamine CN1N=NC2=C1C=C(C=C2)C=2C=CN1N=C(N=CC12)C1(CC(C1)N)N